1-vinyl-2-butyl-sulfonic acid C(=C)CC(CC)S(=O)(=O)O